CC1(OC2=C(O1)C=CC(=C2)C(=O)OCC)C ethyl 2,2-dimethyl-2H-1,3-benzodioxole-5-carboxylate